D-3-hydroxyvaleric acid OC(CC(=O)O)CC